CON1C(=NC(=C1[2H])[2H])[2H] methoxyimidazole-d3